BrC=1C=C(C(=NC1)Cl)C#N 5-Bromo-2-chloro-pyridine-3-carbonitrile